(2R)-4-[(2R)-3-(3,4-dihydro-1H-isoquinolin-2-yl)-2-hydroxy-propyl]-8-[(3R)-1-(2-methoxyethyl)pyrrolidin-3-yl]oxy-2-methyl-2,3-dihydro-1,4-benzoxazepin-5-one C1N(CCC2=CC=CC=C12)C[C@H](CN1C[C@H](OC2=C(C1=O)C=CC(=C2)O[C@H]2CN(CC2)CCOC)C)O